C(CCCCCCCCCCCCCCCCCCCCCCCCC)O hexacosan-1-ol